Ethyl 2-(2-bromophenoxy)-2-(4-chloro-2-fluorophenyl)acetate BrC1=C(OC(C(=O)OCC)C2=C(C=C(C=C2)Cl)F)C=CC=C1